CN1C[C@H](CC[C@@H]1C(F)(F)F)C12CC(CC(CC1)N2)C(=O)N ((3S,6R)-1-methyl-6-(trifluoromethyl)piperidin-3-yl)-8-azabicyclo[3.2.1]octane-3-carboxamide